ClC1=C(C=CC=C1)N1C(N=C(C2=CC=C(C=C12)C(F)(F)F)N[C@H]1[C@@H](C1)F)=O 1-(2-chlorophenyl)-4-(((1R,2R)-2-fluorocyclopropyl)amino)-7-(trifluoromethyl)-quinazolin-2(1H)-one